1-tert-butyl 2-methyl (2S)-piperazine-1,2-dicarboxylate N1([C@@H](CNCC1)C(=O)OC)C(=O)OC(C)(C)C